C(C=1C(C(=O)[O-])=CC=CC1)(=O)OCCCCCCCCCCC(C)C isotridecyl phthalate